ClC1=C2C(=NC=3C=CC=CC13)CCC2 9-chloro-2,3-dihydro-1H-cyclopenta[b]quinoline